2-(thiazol-4-yl)acetamide S1C=NC(=C1)CC(=O)N